4-(((1S,2S,3S,4R)-2,3-dihydroxy-4-(4-methyl-7H-pyrrolo[2,3-d]pyrimidin-7-yl)cyclopentyl)oxy)-7,8-dihydropyrido[4,3-d]pyrimidine-6(5H)-carboxylic acid tert-butyl ester C(C)(C)(C)OC(=O)N1CC2=C(N=CN=C2O[C@@H]2[C@H]([C@H]([C@@H](C2)N2C=CC3=C2N=CN=C3C)O)O)CC1